7-(3-fluoro-4-(trifluoromethyl)phenyl)-N-(isoquinolin-6-yl)-5-methyl-2-(pyrrolidin-1-ylmethyl)-4,7-dihydropyrazolo[1,5-a]pyrimidine-6-carboxamide FC=1C=C(C=CC1C(F)(F)F)C1C(=C(NC=2N1N=C(C2)CN2CCCC2)C)C(=O)NC=2C=C1C=CN=CC1=CC2